ClC1=CC=C(CNC(=O)C2=CC=C(N(C2=O)CCCl)C(=O)NCCC2(CC2)S(=O)(=O)C)C=C1 N5-(4-chlorobenzyl)-1-(2-chloroethyl)-N2-(2-(1-(methyl-sulfonyl)cyclopropyl)ethyl)-6-oxo-1,6-dihydropyridine-2,5-dicarboxamide